CC1(C(C=CC=C1)C)C1=CC=CC=2N=C(NC21)S(=O)(=O)O 1,2-DimethylphenylbenzoimidazoleSulfonic Acid